C1(CC1)C=1C=CC2=C(C(=NO2)NS(=O)(=O)N2C[C@@H]3OCC(N([C@H]3CC2)C2=CC(=C(C=C2OC)C2=CC(=CC=C2)C(F)(F)F)F)=O)C1 (4aS,8aS)-N-(5-cyclopropylbenzo[d]isoxazol-3-yl)-1-(2-fluoro-5-methoxy-3'-(trifluoromethyl)-[1,1'-biphenyl]-4-yl)-2-oxohexahydro-1H-pyrido[3,4-b][1,4]oxazine-6(7H)-sulfonamide